tert-butyl ((1S,3R)-3-((3-(2-cyanoacetyl)-6-cyclopropyl-2-methoxypyridin-4-yl)oxy)cyclopentyl)carbamate C(#N)CC(=O)C=1C(=NC(=CC1O[C@H]1C[C@H](CC1)NC(OC(C)(C)C)=O)C1CC1)OC